C(N)(=N)C1=CC=C(OCCCCCCOC2=CC=C(C=C2)C(N)=N)C=C1 1,6-bis(4-amidino-phenoxy)-n-hexan